C(C)(C)(C)[S@@](=O)N[C@H]1[C@H](OCC12CCN(CC2)C(=O)O)C.CC(C)C(=O)CC 2-methyl-propione (3R,4R)-4-(((R)-tert-butylsulfinyl)amino)-3-methyl-2-oxa-8-azaspiro[4.5]decan-8-carboxylate